FC1=CC=C(C(=N1)N1[C@@H](CN(CC1)C(=O)OC(C)(C)C)C(=O)OC)[N+](=O)[O-] 1-(tert-butyl) 3-methyl (S)-4-(6-fluoro-3-nitropyridin-2-yl)piperazine-1,3-dicarboxylate